ClCC(=O)NC(NC1=CC(=NN1C)C)=O 2-chloro-N-((1,3-dimethyl-1H-pyrazol-5-yl)carbamoyl)acetamide